N-(2-Hydroxyethyl)maleimide OCCN1C(C=CC1=O)=O